5-Amino-3-(4-(2-((3-(tert-butyl)phenyl)amino)-2-oxoethyl)phenyl)-1-isopropyl-1H-pyrazole-4-carboxamide NC1=C(C(=NN1C(C)C)C1=CC=C(C=C1)CC(=O)NC1=CC(=CC=C1)C(C)(C)C)C(=O)N